C(#N)C(CC=1SC(=CC1F)C=1C=CC2=C(N(C(O2)=O)C)C1)NC(=O)[C@H]1OCCCNC1 (2S)-N-(1-cyano-2-(3-fluoro-5-(3-methyl-2-oxo-2,3-dihydrobenzo[d]oxazol-5-yl)thiophen-2-yl)ethyl)-1,4-oxazepane-2-carboxamide